tert-butyl (12aR)-10-chloro-9-(2-chloro-6-methoxyphenyl)-8-[(trimethylsilyl)ethynyl]-3,4,12,12a-tetrahydro-6H-pyrazino[2,1-c][1,4]benzoxazepine-2(1H)-carboxylate ClC1=C(C(=CC=2CN3[C@@H](COC21)CN(CC3)C(=O)OC(C)(C)C)C#C[Si](C)(C)C)C3=C(C=CC=C3OC)Cl